N-(5-(1-(4-ethylphenyl)-1H-pyrazol-4-yl)-1H-indol-3-yl)-1-(2,2,2-trifluoroethyl)azetidine-3-sulfonamide C(C)C1=CC=C(C=C1)N1N=CC(=C1)C=1C=C2C(=CNC2=CC1)NS(=O)(=O)C1CN(C1)CC(F)(F)F